COC1=CC(=C(COC(C(=C)C)=O)C=C1OC)[N+](=O)[O-] methacrylic acid-4,5-dimethoxy-2-nitrobenzyl ester